1-(4-((2-bromoethyl)(methyl)carbamoyl)benzyl)piperidine-4-carboxamide BrCCN(C(=O)C1=CC=C(CN2CCC(CC2)C(=O)N)C=C1)C